N-(1-((1s,3s)-3-ethoxycyclobutyl)-3-(6-(trifluoromethyl)pyridin-2-yl)-1H-pyrazol-4-yl)-5-(1H-pyrazol-4-yl)furan-2-carboxamide C(C)OC1CC(C1)N1N=C(C(=C1)NC(=O)C=1OC(=CC1)C=1C=NNC1)C1=NC(=CC=C1)C(F)(F)F